FC(C=1N=CC=2N(C1)C(=CN2)C2=NC=CC(=N2)N2CC1=CC=CC=C1CC2)F 2-(2-(6-(Difluoromethyl)imidazo[1,2-a]pyrazin-3-yl)pyrimidin-4-yl)-1,2,3,4-tetrahydroisoquinoline